praseodymium 1,2-dimethoxyethane COCCOC.[Pr]